C1(CC1)N1N=C(C=C1)C(=O)O 1-cyclopropylpyrazole-3-carboxylic acid